(3,4-Diethoxyphenyl)-[4-(4-phenylbutyl)piperazin-1-yl]methanone C(C)OC=1C=C(C=CC1OCC)C(=O)N1CCN(CC1)CCCCC1=CC=CC=C1